2-(tert-Butoxycarbonylamino)-2-(4-fluoro-3-methylphenyl)acetic acid C(C)(C)(C)OC(=O)NC(C(=O)O)C1=CC(=C(C=C1)F)C